3-fluoro-4-nitropyridine FC=1C=NC=CC1[N+](=O)[O-]